C(C)(C)(C)OC(=O)N1CCC=2N(N=C3CC(NCC1C23)=O)C2=CC=C(C=C2)B(O)O (4-(5-(tert-butoxycarbonyl)-8-oxo-3,4,5,5a,6,7,8,9-octahydro-2H-1,2,5,7-tetraazabenzo[cd]azulen-2-yl)phenyl)boronic acid